2-(4-methyl-5-phenyl-1H-imidazol-2-yl)piperidine-1-carboxylate CC=1N=C(NC1C1=CC=CC=C1)C1N(CCCC1)C(=O)[O-]